C(C)N(C=1N(C(=CC1C(=O)OC)C)C1=CC=C(C=C1)C)CC methyl 2-(diethylamino)-5-methyl-1-(p-tolyl)-1H-pyrrole-3-carboxylate